C(C)C=1C=C2C(=NN(C(C2=CC1)=O)CC(=O)O)C(C)C 2-(6-ethyl-4-isopropyl-1-oxophthalazin-2(1H)-yl)acetic acid